(R)-2-((2-amino-7-(6-(pyrrolidin-1-ylmethyl)pyridin-3-yl)pyrido[3,2-d]pyrimidin-4-yl)amino)-2-methylhexan-1-ol NC=1N=C(C2=C(N1)C=C(C=N2)C=2C=NC(=CC2)CN2CCCC2)N[C@@](CO)(CCCC)C